FC=1C=C(C=C(C1)F)S(=O)(=O)N1CC=C(CC1)C=1C=C(C(=NC1)C(=O)NCC(=O)O)O (5-(1-((3,5-difluorophenyl)sulfonyl)-1,2,5,6-tetrahydropyridin-4-yl)-3-hydroxy-pyridine-2-carbonyl)glycine